ClC=1C=C(C=C(C1C)CN1CCOCC1)NC(=O)NC1CN(C1)C1=CC(=C(C(=C1)F)C1C(NC(CC1)=O)=O)F 1-(3-chloro-4-methyl-5-(morpholinomethyl)phenyl)-3-(1-(4-(2,6-dioxopiperidin-3-yl)-3,5-difluorophenyl)azetidin-3-yl)urea